Methyl (S)-2-(2-(1-(3-(3-fluorophenyl)propanoyl)piperidin-4-yl)acetamido)-3-(4-(trifluoromethyl)phenyl)propanoate FC=1C=C(C=CC1)CCC(=O)N1CCC(CC1)CC(=O)N[C@H](C(=O)OC)CC1=CC=C(C=C1)C(F)(F)F